(S)-3-(3-amino-1-(4-((6-amino-9H-purin-9-yl)methyl)-6-(3,4-difluorophenyl)pyridin-3-yl)piperidin-3-yl)pyridin-2(1H)-one N[C@]1(CN(CCC1)C=1C=NC(=CC1CN1C2=NC=NC(=C2N=C1)N)C1=CC(=C(C=C1)F)F)C=1C(NC=CC1)=O